tert-butyldimethoxy(methyl)silane C(C)(C)(C)[Si](C)(OC)OC